BrC1=C(N=NC=C1)C 4-Bromo-3-methylpyridazine